3-(4-chlorophenyl)-4,5-dihydro-1H-pyrazol ClC1=CC=C(C=C1)C1=NNCC1